1,2-Octan-diol C(C(CCCCCC)O)O